methyl (R)-2-(5-phenyl-5,6-dihydro-2H-1,4-oxazin-3-yl)hydrazine-1-carboxylate C1(=CC=CC=C1)[C@H]1N=C(COC1)NNC(=O)OC